FC(C(=O)NCC=1SC(=CC1)C(CSC1=NC(=NC2=CC=C(C=C12)OC)C)=O)F 2,2-difluoro-N-((5-(2-((6-methoxy-2-methylquinazolin-4-yl)thio)acetyl)thiophen-2-yl)methyl)acetamide